C[C@@]12CCC[C@H]1[C@@H]1CC[C@@H]3CCCC[C@]3(C)[C@H]1CC2 5beta-Androstane